C(=CC)O n-propenyl alcohol